3-(4-amino-3-(4-phenoxyphenyl)-1H-pyrazolo[3,4-d]pyrimidin-1-yl)cyclopentanone NC1=C2C(=NC=N1)N(N=C2C2=CC=C(C=C2)OC2=CC=CC=C2)C2CC(CC2)=O